(R)-N1-(3,3-diphenylallyl)-N2,N2-diethyl-N1-(1-(4-methoxyphenyl)ethyl)ethane-1,2-diamine C1(=CC=CC=C1)C(=CCN(CCN(CC)CC)[C@H](C)C1=CC=C(C=C1)OC)C1=CC=CC=C1